N-methyl-3-[3-methyl-2-(2-oxo-4-prop-2-enoyl-piperazin-1-yl)imidazol-4-yl]propanamide CNC(CCC=1N(C(=NC1)N1C(CN(CC1)C(C=C)=O)=O)C)=O